FC1(CC(C1)CC(=O)NCC(CC1=CC=NC=C1)=O)F 2-(3,3-difluorocyclobutyl)-N-(2-oxo-3-(pyridin-4-yl)propyl)acetamide